1-(3-hexyl-2-hydroxyphenyl)undecane-1-one C(CCCCC)C=1C(=C(C=CC1)C(CCCCCCCCCC)=O)O